1-(4-(3-bromopropyloxy)phenyl)-3-m-fluorophenyl-2-propen-1-one BrCCCOC1=CC=C(C=C1)C(C=CC1=CC(=CC=C1)F)=O